BrC(C1OCCO1)(Br)Br 2-tribromomethyl-1,3-dioxolane